2-(1,2-dihydroxypropan-2-yl)thiazole-5-sulfonimidamide OCC(C)(O)C=1SC(=CN1)S(=O)(N)=N